C(C)(C)(C)C1=CC=CC(=N1)C1CC2(C1)CCN(CC2)C(=O)C2CC1(C2)NC(OC1)=O 2-(2-(6-(tert-Butyl)pyridin-2-yl)-7-azaspiro[3.5]nonane-7-carbonyl)-7-oxa-5-azaspiro[3.4]octan-6-one